1-isopropyl-3-(3-isopropyl-1-(tetrahydro-2H-pyran-2-yl)-1H-pyrazol-5-yl)-1H-pyrazolo[3,4-d]pyrimidin-4-amine C(C)(C)N1N=C(C=2C1=NC=NC2N)C2=CC(=NN2C2OCCCC2)C(C)C